CC=1NC(=CC1CC1=C(C=C2C([C@](C3(C(=C12)C)CC3)(C)O)=O)C)C (R)-3'-((2,5-dimethyl-1H-pyrrol-3-yl)methyl)-6'-hydroxy-2',4',6'-trimethylspiro[cyclopropane-1,5'-inden]-7'(6'H)-one